ClC1=NC(=CC=C1CCC(=O)OC)Cl methyl 3-(2,6-dichloropyridin-3-yl)propanoate